(S)-N-(2-morpholino-2-oxo-1-phenylethyl)ethenesulfonamide O1CCN(CC1)C([C@H](C1=CC=CC=C1)NS(=O)(=O)C=C)=O